ClC1=C(C(=O)NC2CCC(CC2)NC2=CC(=NC3=CC=C(C=C23)Cl)C(F)(F)F)C=CC(=C1)S(=O)(=O)C 2-chloro-4-methanesulfonyl-N-[(1s,4s)-4-{[6-chloro-2-(trifluoromethyl)quinolin-4-yl]amino}cyclohexyl]benzamide